BrCCC(=O)N1CCN(C2=CC=CC=C12)C1=CC=C(C=C1)F 3-Bromo-1-(4-(4-fluorophenyl)-3,4-dihydroquinoxalin-1(2H)-yl)propan-1-one